C(CCCCCCC\C=C\C=C)O (9E)-9,11-dodecadien-1-ol